O=C(C(=O)O)NC1=C(C=C(C=C1OC)OC)OC 2-oxo-2-(2,4,6-trimethoxyanilino)-acetic acid